N-(4b-hydroxy-7-isopropyl-4-nitro-10-oxo-4b,10-dihydro-9bH-indeno[1,2-b]benzofuran-9b-yl)-3-(2-nitrophenyl)-2-oxopropanamide cis-S-(3-hydroxybutan-2-yl)ethanethioate OC(C(C)S=C(C)O)C.OC12OC3=C(C1(C(C1=CC=CC(=C12)[N+](=O)[O-])=O)NC(C(CC1=C(C=CC=C1)[N+](=O)[O-])=O)=O)C=CC(=C3)C(C)C